2-(((2R,3R,4S,5R)-5-(6-(N-(tert-butoxycarbonyl)(tert-butoxycarbonyl)amino)-2-azido-9H-purin-9-yl)-3-((tert-butoxycarbonyl)oxy)-4-fluorotetrahydrofuran-2-yl)methoxy)malonate C(C)(C)(C)OC(=O)N(C1=C2N=CN(C2=NC(=N1)N=[N+]=[N-])[C@H]1[C@H]([C@@H]([C@H](O1)COC(C(=O)[O-])C(=O)[O-])OC(=O)OC(C)(C)C)F)C(=O)OC(C)(C)C